BrC1=C(C=C(C=C1OC)C#CC1=CC=C(C=C1)OC(F)(F)F)OC 2-bromo-1,3-dimethoxy-5-((4-(trifluoromethoxy)phenyl)ethynyl)benzene